C(C)(C)(C)C1=CC(=CC(=C1O)C1(CCCCC1)C)C 2-tertiary butyl-6-(1-methylcyclohexyl)-p-cresol